methyl-N-(1-methylcyclopropyl)-5-[4-(prop-1-en-2-yl)-5H,6H,7H,8H-pyrido[3,4-d]pyrimidine-7-carbonyl]furo[2,3-d]pyrimidin-4-amine CC=1N=C(C2=C(N1)OC=C2C(=O)N2CC=1N=CN=C(C1CC2)C(=C)C)NC2(CC2)C